N-[4-[(6,7-dimethoxy-1,5-naphthyridin-4-yl)oxy]-3-fluorophenyl]-7-(4-fluorophenyl)-8-oxo-3,4-dihydro-1H-pyrido[2,1-c][1,4]oxazine-9-carboxamide COC=1N=C2C(=CC=NC2=CC1OC)OC1=C(C=C(C=C1)NC(=O)C=1C(C(=CN2C1COCC2)C2=CC=C(C=C2)F)=O)F